ClC1=C(C(=CC=C1Cl)O)[C@@H]1CC2=NN(C(N2C1)=O)CC(F)F (S)-6-(2,3-dichloro-6-hydroxyphenyl)-2-(2,2-difluoroethyl)-2,5,6,7-tetrahydro-3H-pyrrolo[2,1-c][1,2,4]triazol-3-one